4-ethyl-1-(7-fluoro-4-isopropyl-2-(o-methyl-d3-phenyl)quinolin-6-yl)-3-(hydroxymethyl)-1H-1,2,4-triazol-5(4H)-one C(C)N1C(=NN(C1=O)C=1C=C2C(=CC(=NC2=CC1F)C1=C(C=CC=C1)C([2H])([2H])[2H])C(C)C)CO